1-propenyl-tris(isobutoxy)tin C(=CC)[Sn](OCC(C)C)(OCC(C)C)OCC(C)C